6-bromo-N-[1-[2-[5-(difluoromethoxy)-2-pyridyl]-1,2,4-triazol-3-yl]ethyl]-N-methyl-8-(trifluoromethyl)quinazolin-4-amine BrC=1C=C2C(=NC=NC2=C(C1)C(F)(F)F)N(C)C(C)C=1N(N=CN1)C1=NC=C(C=C1)OC(F)F